1-(2-(3-chloro-5-(pyrrolidin-1-yl)benzyl)-2,8-diazaspiro[4.5]decane-8-carbonyl)-1H-pyrazole-3-carboxylic acid ClC=1C=C(CN2CC3(CC2)CCN(CC3)C(=O)N3N=C(C=C3)C(=O)O)C=C(C1)N1CCCC1